N1=CNC2=NC=CC(=C21)SC=2C=CC=1C(=NC=C(N1)N1CCC3([C@@H]([C@@H](OC3)C)N)CC1)N2 (3s,4s)-8-(6-((3H-imidazo[4,5-b]pyridin-7-yl)thio)pyrido[2,3-b]pyrazin-2-yl)-3-methyl-2-oxa-8-azaspiro[4.5]decan-4-amine